7-hydroxy-2-methylisoquinolin-1-one OC1=CC=C2C=CN(C(C2=C1)=O)C